2-chloro-N-(5-ethoxy-2-isopropylphenyl)acetamide ClCC(=O)NC1=C(C=CC(=C1)OCC)C(C)C